tert-butyl (S)-(1-(4-chloro-3-fluorophenyl)-2-hydroxyethyl)carbamate ClC1=C(C=C(C=C1)[C@@H](CO)NC(OC(C)(C)C)=O)F